FC(C(=O)O)(F)F.FC[C@@H]1[C@@H](NC1)C (2S,3S)-3-(fluoromethyl)-2-methylazetidine 2,2,2-trifluoroacetate